C(CCCCCC)C1=CC=C(C=C1)N=NC1=CC=C(C=C1)CCC 4-heptyl-4'-propylazobenzene